Methyl 2-((8-(3-acrylamidophenyl) quinazolin-2-yl) amino)-5-(4-methylpiperazin-1-yl)-benzoate C(C=C)(=O)NC=1C=C(C=CC1)C=1C=CC=C2C=NC(=NC12)NC1=C(C(=O)OC)C=C(C=C1)N1CCN(CC1)C